CC1=C(C=O)C=CC(=C1F)C 2,4-DIMETHYL-3-FLUOROBENZALDEHYDE